1-(2-((2S,6R)-2,6-dimethylmorpholino)-5-(4,4,5,5-tetramethyl-1,3,2-dioxaborolan-2-yl)phenyl)-N,N-dimethylmethanamine hydrochloride Cl.C[C@@H]1O[C@@H](CN(C1)C1=C(C=C(C=C1)B1OC(C(O1)(C)C)(C)C)CN(C)C)C